4,4-diaminophenylether NC1(CC=C(C=C1)OC1=CCC(C=C1)(N)N)N